2-(4,4-difluoroazepan-1-yl)-N-(3-(methylsulfonyl)phenyl)-5,6,7,8-tetrahydroquinoline-3-carboxamide FC1(CCN(CCC1)C1=NC=2CCCCC2C=C1C(=O)NC1=CC(=CC=C1)S(=O)(=O)C)F